4-(bis(3-amino-3-methylbutyl)amino)-4-oxobutanoic acid NC(CCN(C(CCC(=O)O)=O)CCC(C)(N)C)(C)C